NC1CCN(CC1)C1=NC(=C2N=CN(C2=N1)C(C)C)NCC1=C(C=CC=C1)N1C=C(C=C1)C(=C)C 2-(4-aminopiperidin-1-yl)-9-isopropyl-N-(2-(3-(prop-1-en-2-yl)-1H-pyrrol-1-yl)benzyl)-9H-purin-6-amine